C(C)(C)(C)OC(=O)N1CCN(CC1)CC1=CC(=C(C=C1)[N+](=O)[O-])N1CCC(CC1)C(N)=O 4-(3-(4-carbamoylpiperidin-1-yl)-4-nitrobenzyl)piperazine-1-carboxylic acid tert-butyl ester